4-chloro-7-(trifluoromethyl)-1-((1-((2-(trimethylsilyl)ethoxy)methyl)-1H-imidazol-5-yl)methyl)quinazolin-2(1H)-one ClC1=NC(N(C2=CC(=CC=C12)C(F)(F)F)CC1=CN=CN1COCC[Si](C)(C)C)=O